4-(3-((8-methoxy-2-(6-(2-methoxyethoxy)pyridin-3-yl)-2,3-dihydrobenzo[b][1,4]dioxin-6-yl)methyl)-3H-imidazo[4,5-b]pyridin-6-yl)-2-methylbut-3-yn-2-amine COC1=CC(=CC2=C1OC(CO2)C=2C=NC(=CC2)OCCOC)CN2C=NC=1C2=NC=C(C1)C#CC(C)(N)C